C(C)(C)[Si](OC1=CCCC2=CC(=CC=C12)C)(C(C)C)C(C)C Triisopropyl-((6-methyl-3,4-dihydronaphthalen-1-yl)oxy)silane